(3-acetyl-5-bromo-1H-indol-1-yl)acetaldehyde C(C)(=O)C1=CN(C2=CC=C(C=C12)Br)CC=O